quinolizine-3-carboxylate hydrochloride Cl.C=1C=C(CN2C=CC=CC12)C(=O)O